FC1CN(C1)C1=NC=C(C(=O)NC2=NC=C(N=C2)N2C[C@@H](N(CC2)C2=NC=C(C=C2)F)C)C=C1 (S)-6-(3-fluoroazetidin-1-yl)-N-(5-(4-(5-fluoropyridin-2-yl)-3-methylpiperazin-1-yl)pyrazin-2-yl)nicotinamide